(tert-butyl)4-methyl-1-(1-methylcyclopropyl)-6-oxo-1,6-dihydropyridine C(C)(C)(C)C=1N(C(C=C(C1)C)=O)C1(CC1)C